FC=1C=C(C=C(C1)C1=NNC2=NC=C(C=C21)C2=CC(=CC=C2)S(=O)(=O)C)NC(=O)NC2=CC(=CC=C2)F 1-(3-fluoro-5-(5-(3-(methylsulfonyl)phenyl)-1H-pyrazolo[3,4-b]pyridin-3-yl)phenyl)-3-(3-fluorophenyl)urea